5-oxo-8-(trifluoromethyl)-1,2,4,4a,5,6-hexahydro-3H-pyrazino[1,2-a]quinoline O=C1C2N(C3=CC=C(C=C3C1)C(F)(F)F)CCNC2